tert-butyl (5-(benzyloxy)-4-fluoro-6-methyl-2,3-dihydro-1H-inden-1-yl)(methyl)carbamate C(C1=CC=CC=C1)OC=1C(=C2CCC(C2=CC1C)N(C(OC(C)(C)C)=O)C)F